FC1=CC=C(C=C1)/C=C/C(=O)N1C(OCC1)=O (E)-3-(3-(4-Fluorophenyl)acryloyl)oxazolidin-2-one